2-(6-(2-(2-(4-(N,N-bis(4-methoxybenzyl)sulfamoyl)-1H-pyrazol-1-yl)-2-methylpropoxy)pyridin-4-yl)-4-cyano-3-fluoro-2-isopropylphenyl)acetic acid tert-butyl ester C(C)(C)(C)OC(CC1=C(C(=C(C=C1C1=CC(=NC=C1)OCC(C)(C)N1N=CC(=C1)S(N(CC1=CC=C(C=C1)OC)CC1=CC=C(C=C1)OC)(=O)=O)C#N)F)C(C)C)=O